phosphocholine calcium salt [Ca+2].P(=O)(O)(O)OCC[N+](C)(C)C